ClC1=CC=C2C(=CC=NC2=C1)NCCCNC(C)C N-(7-chloroquinolin-4-yl)-N'-propan-2-ylpropane-1,3-diamine